BrC1=C(OC(CCCCN2CCN(CC2)C(=O)OC(C)(C)C)C2CC2)C=CC(=C1)S(=O)(=O)CC tert-butyl 4-[5-(2-bromo-4-ethylsulfonyl-phenoxy)-5-cyclopropyl-pentyl]piperazine-1-carboxylate